C(C)(C)(C)C=1C=C(CN(C(CN(S(=O)(=O)C2=C(C(=C(C(=C2F)F)F)F)F)CC2=CC=C(C=C2)Cl)=O)C2=CC=C(C=C2)C(C(=O)OC)(C)C)C=C(C1)C1CC1 methyl 2-(4-(N-(3-(tert-butyl)-5-cyclopropylbenzyl)-2-(N-(4-chlorobenzyl)-(2,3,4,5,6-pentafluorophenyl)sulfonamido)acetamido)phenyl)-2-methylpropanoate